(5-bromo-2-fluorophenyl)({5-[2-(4,4-difluoropiperidin-1-yl)ethyl]-2-oxo-4-(trifluoromethyl)pyridin-1-yl})acetic acid BrC=1C=CC(=C(C1)C(C(=O)O)N1C(C=C(C(=C1)CCN1CCC(CC1)(F)F)C(F)(F)F)=O)F